OC1=C(C=C(CNC(COC(CCCCCCC\C=C/CC(CCCCCC)OC(CC2=CC=CC=C2)=O)=O)=O)C=C1)OC 12-(2-phenylacetyloxy)octadec-9-enoic acid (Z)-2-((4-hydroxy-3-methoxy-benzyl) amino)-2-oxoethyl ester